methyl (R)-7-methoxy-1-methyl-2-(1-(pent-4-en-1-yl)-6-(1-(N-(pent-4-en-1-yl)acetamido)ethyl)-1H-pyrrolo[2,3-b]pyridin-2-yl)-1H-benzo[d]imidazole-5-carboxylate COC1=CC(=CC2=C1N(C(=N2)C2=CC=1C(=NC(=CC1)[C@@H](C)N(C(C)=O)CCCC=C)N2CCCC=C)C)C(=O)OC